N1C=NC2=C1C=C(C=C2)NC(=O)C=2C(NC=CC2NC2=C(C1=C(OCCN1)N=C2)C)=O N-(1H-benzo[d]imidazol-6-yl)-4-((8-methyl-2,3-dihydro-1H-pyrido[2,3-b][1,4]oxazin-7-yl)amino)-2-oxo-1,2-dihydropyridine-3-carboxamide